CC(CC1CN(CC1)C1=NC=2N(C(=C1)C1=CC=C(C#N)C=C1)N=CN2)C 4-{5-[3-(2-methylpropyl)pyrrolidin-1-yl]-[1,2,4]triazolo[1,5-a]pyrimidin-7-yl}benzonitrile